C(CCCCCCCCCCCCC)(=O)C(C(C(O)C(CCCCCCCCCCCCC)=O)O)O dimyristoyl-Glycerol